3-(4-Fluoro-3-(piperidin-4-yl)phenyl)piperidine-2,6-dione TFA salt OC(=O)C(F)(F)F.FC1=C(C=C(C=C1)C1C(NC(CC1)=O)=O)C1CCNCC1